C(N)(=O)NC(=N)N Carbamoylguanidin